The molecule is an acylcholine in which the acyl group specified is sinapoyl. It has a role as a photosynthetic electron-transport chain inhibitor, an antioxidant and a plant metabolite. It derives from a trans-sinapic acid. C[N+](C)(C)CCOC(=O)/C=C/C1=CC(=C(C(=C1)OC)O)OC